BrC1=NNC2=CC=C(C=C12)C=O 3-BROMO-1H-INDAZOLE-5-CARBALDEHYDE